(2S)-tert-butyl 2-aminocaproate N[C@H](C(=O)OC(C)(C)C)CCCC